[3-[(6-chloropyridin-3-yl)methyl]-1,3-thiazol-2-ylidene]cyanamide ClC1=CC=C(C=N1)CN1C(SC=C1)=NC#N